COC1=NC=CC=C1C(=O)N 2-methoxypyridin-3-carboxamid